COC=1C=C2C(=NC(=NC2=CC1C(=O)N1CCOCC1)C)NC(C)C=1C=C(C=C(C1)C(F)(F)F)CC(=O)N 3-(1-((6-methoxy-2-methyl-7-(morpholine-4-carbonyl)quinazolin-4-yl)amino)ethyl)-5-(trifluoromethyl)phenyl-acetamide